(4-amino-7-fluoro-1-methyl-1H-pyrazolo[4,3-c]quinolin-8-yl)((3S)-3-(4-(trifluoromethyl)phenyl)-4-morpholinyl)methanone NC1=NC=2C=C(C(=CC2C2=C1C=NN2C)C(=O)N2[C@H](COCC2)C2=CC=C(C=C2)C(F)(F)F)F